2-amino-7,7-dimethyl-6,7-dihydro-5H-pyrrolo[3,4-b]pyridin-5-one NC1=CC=C2C(=N1)C(NC2=O)(C)C